ClC1=C(OC=2C=CC(=C(C2)S(=O)(=O)NC2(CC2)C(=O)NCC(F)F)O)C(=CC(=C1)N1N=C(C(NC1=O)=O)C(F)F)Cl 1-[[5-[2,6-dichloro-4-[6-(difluoromethyl)-3,5-dioxo-1,2,4-triazin-2-yl]phenoxy]-2-hydroxy-phenyl]sulfonylamino]-N-(2,2-difluoroethyl)cyclopropanecarboxamide